β-(4-chlorophenoxy)-α-(1,1-dimethylethyl)-1H-1,2,4-triazole-1-ethanol ClC1=CC=C(OC(C(O)C(C)(C)C)N2N=CN=C2)C=C1